C(C)(C)(C)OC(=O)N1C(CCC(=CC1)C1=C(C(=CC=2OCCOC21)NC2=NC(=CC(=N2)C)NC)Cl)C tert-butyl-5-(6-chloro-7-((4-methyl-6-(methylamino)pyrimidin-2-yl)amino)-2,3-dihydrobenzo[b][1,4]dioxin-5-yl)-2-methyl-2,3,4,7-tetrahydro-1H-azepine-1-carboxylate